CN(C1=CC=C(C=C1)C1(OC(=O)C2=CC(=CC=C12)N(C)C)C1=C(C=CC(=C1)N(CC)CC)C)C 3-(4-dimethylaminophenyl)-3-(4-diethylamino-2-tolyl)-6-dimethylaminophthalide